((3S,6S)-4,4-difluoro-6-((S)-1-(4-fluorophenyl)-1,2,3,4-tetrahydroisoquinoline-2-carbonyl)tetrahydro-2H-pyran-3-yl)carbamic acid tert-butyl ester C(C)(C)(C)OC(N[C@H]1CO[C@@H](CC1(F)F)C(=O)N1[C@H](C2=CC=CC=C2CC1)C1=CC=C(C=C1)F)=O